FC1=CC=C(C=C1)C1=CC(=NN1)C(=O)NCC1=CC(=CC=C1)[N+](=O)[O-] 5-(4-fluorophenyl)-N-(3-nitrobenzyl)-1H-pyrazole-3-carboxamide